CS(=O)(=O)ON=C1CCC2=CC=C(C=C12)OC 6-methoxy-2,3-dihydro-1H-inden-1-one O-methylsulfonyl oxime